ClC1=C(C=2N=C(N=C(C2C=N1)N1CC2(CC(C2)F)CCC1)OC[C@]12CCCN2C[C@@H](C1)F)F 7-chloro-8-fluoro-4-(2-fluoro-6-azaspiro[3.5]nonan-6-yl)-2-(((2R,7aS)-2-fluorotetrahydro-1H-pyrrolizin-7a(5H)-yl)methoxy)pyrido[4,3-d]pyrimidine